6-amino-N-(4-(diethylcarbamoyl)phenyl)quinoline-3-carboxamide HCl salt Cl.NC=1C=C2C=C(C=NC2=CC1)C(=O)NC1=CC=C(C=C1)C(N(CC)CC)=O